[Pd].[Pd].C(C)(C)(C)C(C(=O)CCC1=CC=CC=C1)(C(C)(C)C)C(C)(C)C tris(tert-butyl)benzyl-acetone dipalladium